CC1=C(C=CC=C1C)C=1C=NC=CC1NC(=O)C=1C=NN2C1N=CC=C2 N-(3-(2,3-dimethylphenyl)pyridin-4-yl)pyrazolo[1,5-a]pyrimidine-3-carboxamide